C1(CCC(CCCCC)O1)=O NONANO-1,4-LACTONE